2-(3-(2,3-difluorophenyl)-5-(3-methoxyprop-1-yn-1-yl)thiophen-2-yl)benzoic acid FC1=C(C=CC=C1F)C1=C(SC(=C1)C#CCOC)C1=C(C(=O)O)C=CC=C1